(R)-3,3-difluorobutan-2-amine hydrochloride Cl.FC([C@@H](C)N)(C)F